C(#C)C1=NC=CC=N1 2-ethynylpyrimidine